1-(3-amino-2-nitrophenyl)-N,N-dimethylpyrrolidin-3-amine NC=1C(=C(C=CC1)N1CC(CC1)N(C)C)[N+](=O)[O-]